ethane-1,2-diyl-d4 bis(4-methyl-benzenesulfonate) CC1=CC=C(C=C1)S(=O)(=O)OC(C([2H])([2H])OS(=O)(=O)C1=CC=C(C=C1)C)([2H])[2H]